3-(2-(2-amino-3-methylphenyl)acetamido)-N-(4-(N-phenylsulfamoyl)phenyl)benzamide NC1=C(C=CC=C1C)CC(=O)NC=1C=C(C(=O)NC2=CC=C(C=C2)S(NC2=CC=CC=C2)(=O)=O)C=CC1